S1C2=C(C(=C1)\C=C/1\C(NC(S1)=O)=O)C=CC=C2 (Z)-5-(benzo[b]thiophen-3-ylmethylene)thiazolidine-2,4-dione